alpha-methyl-threonine C[C@](N)([C@H](O)C)C(=O)O